(6-hydroxy-9-phenethyl-[1,2,4]triazolo[5,1-a]isoquinoline-5-carbonyl)glycine OC1=C(N2C(C3=CC(=CC=C13)CCC1=CC=CC=C1)=NC=N2)C(=O)NCC(=O)O